tert-butyl (1-(N-(3-(3-(2-(2,6-dioxopiperidin-3-yl)-1,3-dioxoisoindolin-4-yl)propoxy)-propyl)-N-methylsulfamoyl)piperidin-4-yl)carbamate O=C1NC(CCC1N1C(C2=CC=CC(=C2C1=O)CCCOCCCN(S(=O)(=O)N1CCC(CC1)NC(OC(C)(C)C)=O)C)=O)=O